[N+](=O)([O-])C1=CC2=C(NC(C(O2)C2=CC=CC=C2)=O)C=C1 7-nitro-2-phenyl-2H-1,4-benzoxazin-3(4H)-one